(3aR,5s,6aS)-4-({2-[(3-cyclopropyl-1,2,4-oxadiazole-5-yl)carbamoyl]-hexahydrocyclopenta[c]pyrrole-5-yl}-methyl-amino)-1H-pyrrolo[2,3-b]pyridin-5-carbonitrile C1(CC1)C1=NOC(=N1)NC(=O)N1C[C@@H]2[C@H](C1)CC(C2)N(C2=C1C(=NC=C2C#N)NC=C1)C